7-chloro-2,5-norbornadiene ClC1C2C=CC1C=C2